FC1CC2(C1)CCN(CC2)C(=O)OC(C)(C)C tert-butyl 2-fluoro-7-azaspiro[3.5]nonane-7-carboxylate